(3Z)-7,7-dibutoxy-3-hepten-1-ol C(CCC)OC(CC\C=C/CCO)OCCCC